O=C1NC(CC[C@@H]1N1C(C2=CC=C(C=C2C1)N1CCC(CC1)N1CCC(CC1)OC1CCN(CC1)C(=O)OC(C)(C)C)=O)=O tert-butyl (4-{[1-(1-{2-[(3S)-2,6-dioxopiperidin-3-yl]-1-oxo-3H-isoindol-5-yl}piperidin-4-yl)piperidin-4-yl]oxy}piperidin-1-yl)formate